sodium trithiophosphate P(=S)([S-])([S-])[O-].[Na+].[Na+].[Na+]